C(C)(C)[C@@H]1N(CCN(C1)C)CC1=CC(=C2CN(C(C2=C1)=O)C1=CC(=CC(=N1)C#N)C1(CCC1)CC1=NN=CN1C)C(F)(F)F (S)-6-(6-((2-isopropyl-4-methylpiperazin-1-yl)methyl)-1-oxo-4-(trifluoromethyl)isoindolin-2-yl)-4-(1-((4-methyl-4H-1,2,4-triazol-3-yl)methyl)cyclobutyl)picolinonitrile